((1S,2S)-2-vinylcyclopropyl)methanol C(=C)[C@H]1[C@H](C1)CO